BrC1=C(N=C2N(C1=O)C=CS2)N[C@@H]2C[C@@H](CN(C2)C)C2=CC=C(OCCCN(C1=C3C(N(C(C3=CC=C1)=O)C1C(NC(CC1)=O)=O)=O)C)C=C2 4-[3-[4-[(3R,5R)-5-[(6-bromo-5-oxo-thiazolo[3,2-a]pyrimidin-7-yl)amino]-1-methyl-3-piperidyl]phenoxy]propyl-methyl-amino]-2-(2,6-dioxo-3-piperidyl)isoindoline-1,3-dione